C(C)(C)(C)N1N=C(C(=C1)NC(C1=C(C=C(C(=C1)C1=CC=2N(C(=C1)N1CCOCC1)C=NC2)C)F)=O)F N-(1-(Tert-butyl)-3-fluoro-1H-pyrazol-4-yl)-2-fluoro-4-methyl-5-(5-morpholinoimidazo[1,5-a]pyridin-7-yl)benzamide